(S)-2,6-di-tert-butoxycarbonylaminocaproyl-L-tyrosine C(C)(C)(C)OC(=O)NC(C(=O)N[C@@H](CC1=CC=C(C=C1)O)C(=O)O)CCCCNC(=O)OC(C)(C)C